C(C)P(=O)(CC)C1=CC2=C(N=C(N=C2N[C@H](C)C=2C(=C(C=CC2)C(CO)(F)F)F)C)C=N1 2-{3-[(1R)-1-{[6-(diethylphosphoryl)-2-methylpyrido[3,4-d]pyrimidin-4-yl]amino}ethyl]-2-fluorophenyl}-2,2-difluoroethan-1-ol